2-(thiazol-2-yl)ethane-1-amine S1C(=NC=C1)CCN